COC1=C(CNC=2SC=CN2)C=CC(=C1)OC 2-((2,4-dimethoxybenzyl)amino)thiazol